[1-[(1R)-3-methoxy-1-[(1R,2R)-2-[(2,2,6,7-tetramethylchroman-4-yl)carbamoyl]cyclopropyl]propyl]-4,4-dimethyl-6-oxo-hexahydropyrimidin-2-ylidene]ammonium COCC[C@H]([C@H]1[C@@H](C1)C(NC1CC(OC2=CC(=C(C=C12)C)C)(C)C)=O)N1C(NC(CC1=O)(C)C)=[NH2+]